C(C)(C)[C@@H]1N=C(OC1)[C@H]1[C@H]([C@]2(C(=C([P@]1(C2)=S)C2=CC1=CC=CC=C1C=C2)C)C)C2=CC=CC=C2 (1R,4S,5S,6R)-6-((S)-4-isopropyl-4,5-dihydrooxazol-2-yl)-3,4-dimethyl-2-(naphthalen-2-yl)-5-phenyl-1-phosphabicyclo-[2.2.1]hept-2-ene 1-sulfide